NN1C(NC2(C1=O)OC(C(C(C2O)O)O)CO)=O 3-amino-8,9,10-trihydroxy-7-hydroxymethyl-6-oxa-1,3-diaza-spiro[4.5]decane-2,4-dione